Tert-butyl-((1-(4-(6-methoxy-2-phenyl-1,2,3,4-tetrahydronaphthalen-1-yl)phenyl)piperidin-4-yl)methyl)-D-proline C(C)(C)(C)[C@]1(N(CCC1)CC1CCN(CC1)C1=CC=C(C=C1)C1C(CCC2=CC(=CC=C12)OC)C1=CC=CC=C1)C(=O)O